C1(CC1)CS(=O)C(=O)N1CCC(CC1)O ((cyclopropylmethyl)sulfinyl)(4-hydroxypiperidin-1-yl)methanone